N-(7-amino-6-oxo-7,8-dihydrocyclopenta[g][1,3]benzodioxol-5-yl)acetamide hydrochloride Cl.NC1CC2=C(C(=CC3=C2OCO3)NC(C)=O)C1=O